CN(C(C)=O)C(=C)C1=CC=C(C=C1)C(C)(C)C N-methyl-N-(1-(4-tert-butylphenyl)vinyl)acetamide